C(C)(=O)N([C@@H](CCCCN)C(=O)N[C@@H](C(C)C)C(=O)N[C@@H](CCCNC(N)=O)C(=O)NC1=CC=C(C=C1)COC(=O)OC1=C(C(=C(C(=C1F)F)F)F)F)C(=O)OCC1C2=CC=CC=C2C=2C=CC=CC12 N2-acetyl-N-[(9H-fluoren-9-ylmethoxy)carbonyl]-L-lysyl-L-valyl-N5-carbamoyl-N-[4-({[(pentafluorophenoxy)carbonyl]oxy}methyl)phenyl]-L-ornithinamide